C(C)(C)(C)OC(=O)NCCN(CCNC(=O)C1=[N+](C(=CC=C1)S)[O-])CCNC(=O)C1=[N+](C(=CC=C1)S)[O-] 2-((2-((2-((tert-butoxycarbonyl)amino)ethyl)(2-(6-mercapto-1-oxidopyridine-2-carboxamido)ethyl)amino)ethyl)carbamoyl)-6-mercaptopyridine 1-oxide